2-fluoro-5-(morpholine-4-carbonyl)-5,10-dihydro-11H-dibenzo[b,e][1,4]diazepin-11-one FC1=CC2=C(N(C3=C(NC2=O)C=CC=C3)C(=O)N3CCOCC3)C=C1